N-[1-(5-bromopyridin-2-yl)-2-methylcyclobutyl]-2-methylpropane-2-sulfinamide BrC=1C=CC(=NC1)C1(C(CC1)C)NS(=O)C(C)(C)C